C1=CC=CC=2C3=CC=CC=C3C(C12)COC(=O)N([C@@H](C(=O)O)CC1=CC=C(C=C1)C(=O)OC(C)(C)C)C (R)-2-((((9H-fluoren-9-yl)methoxy)carbonyl)(methyl)amino)-3-(4-(tert-butoxycarbonyl)phenyl)propanoic acid